(1S,2S,3R)-4'-bromo-3-(hydroxymethyl)-5-((triisopropylsilyl)oxy)-1,2,3,4-tetrahydro-[1,1'-biphenyl]-2-carboxylic acid BrC1=CC=C(C=C1)[C@@H]1[C@@H]([C@@H](CC(=C1)O[Si](C(C)C)(C(C)C)C(C)C)CO)C(=O)O